C(C#C)OC1OCCCC1 2-(prop-2-ynyloxy)tetrahydropyran